monoaminoazide NN=[N+]=[N-]